bis(benzothiophenopyridine) Iridium [Ir].N1=CC=CC2=C1C1=C(S2)C=CC=C1.N1=CC=CC2=C1C1=C(S2)C=CC=C1